2,6-bis[4-(S)-isopropyl-2-oxazolyl]-4-carbomethoxypyridine C(C)(C)C=1N=C(OC1)C1=NC(=CC(=C1)C(=O)OC)C=1OC=C(N1)C(C)C